S1C=NC2=C1C=C(C=C2)S(=O)(=O)N2CCC(CC2)C=2SC1=NC=CC=C1N2 2-(1-(benzo[d]thiazol-6-ylsulfonyl)piperidin-4-yl)thiazolo[5,4-b]pyridine